Boc-(3S)-(4-bromophenyl)piperidine C(=O)(OC(C)(C)C)C1N(CCCC1)C1=CC=C(C=C1)Br